amino-amide oxalate salt C(C(=O)[O-])(=O)[O-].N[NH-]